N-(5'-Fluoro-6-methoxy-6'-oxo-1',6'-dihydro-[2,3'-bipyridin]-5-yl)-5-methyl-3-phenylisoxazole-4-carboxamide FC1=CC(=CNC1=O)C1=NC(=C(C=C1)NC(=O)C=1C(=NOC1C)C1=CC=CC=C1)OC